4a-methyl-3-methylene-3a,4,4a,5,6,7,9,9a-octahydronaphtho[2,3-b]furan-2(3H)-one CC12CC3C(OC(C3=C)=O)CC2=CCCC1